C1(CC1)C(=O)NC1=NC=CC(=C1)C1=NC=CC(=C1)C=1C=C(C=CC1C)NC(=O)C=1N=NC=C(C1)C(=O)N N3-[3-[2-[2-(cyclopropanecarbonylamino)-4-pyridyl]-4-pyridyl]-4-methyl-phenyl]pyridazine-3,5-dicarboxamide